C(#N)CN1N=CC(=C1)NC1=NC=C(C(=N1)C1=C(C(=O)O)C=CC=C1)C (2-((1-(cyanomethyl)-1H-pyrazol-4-yl)amino)-5-methylpyrimidin-4-yl)benzoic acid